C(C)(C)N([C@@H]1CCC=2C1=NNC(C2C(F)(F)F)=O)CCC(N2CCN(CC2)C2=NC=C(C=N2)C(F)(F)F)=O |r| rac-7-(Isopropyl(3-oxo-3-(4-(5-(trifluoromethyl)pyrimidin-2-yl)piperazin-1-yl)propyl)amino)-4-(trifluoromethyl)-2,5,6,7-tetrahydro-3H-cyclopenta[c]pyridazin-3-one